C(C1=CC=CC=C1)OC(=O)N1CCC(CC1)OC[C@H]1[C@H]([C@@H]2[C@H](N1C(=O)OC)CCC2)NC(C(F)(F)F)=O methyl (2R,3S,3aR,6aR)-2-(((1-((benzyloxy)carbonyl)piperidin-4-yl)oxy)-methyl)-3-(2,2,2-trifluoroacetamido)hexahydrocyclopenta[b]pyrrole-1(2H)-carboxylate